N-(5-cyclopentyl-1H-pyrazol-3-yl)-2-cyclopropylpyrazolo[1,5-a]pyrazin-4-amine C1(CCCC1)C1=CC(=NN1)NC=1C=2N(C=CN1)N=C(C2)C2CC2